titanium-nickel-silver [Ag].[Ni].[Ti]